3-(1H-benzo[d]imidazol-1-yl)-4-phenyl-1H-pyrrole-2,5-dione N1(C=NC2=C1C=CC=C2)C=2C(NC(C2C2=CC=CC=C2)=O)=O